2,5,8,11-tetraoxabicyclo[10.4.0]hexadeca-1(16),12,14-trien-14-amine C=12OCCOCCOCCOC2=CC(=CC1)N